[Si](C)(C)(C(C)(C)C)O[C@@H]1C[C@H](N(C1)C(=O)OC)C(=O)[O-] methyl (2S,4R)-4-[tert-butyl(dimethyl)silyl]oxypyrrolidine-1,2-dicarboxylate